NC(C(=O)O)C1=CC=C(C=C1)C1=C(C=CC=C1)Cl 2-amino-2-(2'-chloro-[1,1'-biphenyl]-4-yl)acetic acid